FC1=C(C(=CC=C1)OC)C1=NC=CC2=C1CN(C2=O)C2=NC(=CC(=C2)C)N2[C@H](CNCC2)CO 4-(2-fluoro-6-methoxyphenyl)-2-(6-((R)-2-(hydroxymethyl)piperazin-1-yl)-4-methylpyridin-2-yl)-2,3-dihydro-1H-pyrrolo[3,4-c]pyridin-1-one